6-Cyano-1-methyl-4-(trans-3-methyl-4-(4-(trifluoromethoxy)phenoxy)piperidin-1-yl)-1,5-naphthyridin-2(1H)-one C(#N)C=1N=C2C(=CC(N(C2=CC1)C)=O)N1C[C@H]([C@@H](CC1)OC1=CC=C(C=C1)OC(F)(F)F)C